hydroxyl phosphate lead [Pb+2].P(=O)(OO)([O-])[O-]